2,6-bis-(2-hydroxyethyl)-1,3,5,7-tetrahydropyrrolo[3,4-f]Isoindole OCCN1CC2=CC=3CN(CC3C=C2C1)CCO